Cl.CC1=C(C=CC=C1OC([2H])([2H])[2H])[C@H]1NCC[C@H]1N1CCN(CC1)CC(=O)N 2-[4-[(2R,3R)-2-[2-methyl-3-(trideuteriomethoxy)phenyl]pyrrolidin-3-yl]piperazin-1-yl]acetamide hydrochloride